1-[4-(4-amino-2-fluoro-phenoxy)-2-methyl-thiazol-5-yl]ethanone NC1=CC(=C(OC=2N=C(SC2C(C)=O)C)C=C1)F